tert-butyl (3-((5-(2-cyano-2-hydroxyethoxy)-1-((2-(trimethylsilyl)-ethoxy)methyl)-1H-benzo[d]imidazol-2-yl)thio)propyl)carbamate C(#N)C(COC1=CC2=C(N(C(=N2)SCCCNC(OC(C)(C)C)=O)COCC[Si](C)(C)C)C=C1)O